3-(3-(cyclooctylmethoxy)phenyl)propan-1-amine C1(CCCCCCC1)COC=1C=C(C=CC1)CCCN